NC1=C(C=CC=C1)NC(=S)NC(CN1C(CCC1)=O)C1=CC(=CC=C1)C(F)(F)F 1-(2-aminophenyl)-3-[2-(2-oxopyrrolidin-1-yl)-1-[3-(trifluoromethyl)phenyl]ethyl]thiourea